FC=1C=CC(=C(C#N)C1)C=1CCN(CC1)C(CCC=1NC(C2=CC(=CC(=C2C1)C)F)=O)=O 5-fluoro-2-(1-(3-(7-fluoro-5-methyl-1-oxo-1,2-dihydroisoquinolin-3-yl)propionyl)-1,2,3,6-tetrahydropyridin-4-yl)benzonitrile